(R)-tert-butyl (5-(pyridin-3-yl)isochroman-1-yl)methylcarbamate N1=CC(=CC=C1)C1=C2CCO[C@H](C2=CC=C1)CNC(OC(C)(C)C)=O